4-methyl-2H-[1,2,4]triazino[4,5-a]indol-1-one CC1=NNC(C=2N1C=1C=CC=CC1C2)=O